CN1N=CC=C1C 1,5-Dimethyl-1H-pyrazol